[C@H]12CC(C[C@H](CC1)O2)N2C1=NC(=NC=C1N(C2=O)C)Cl 9-((1R,5S)-8-oxabicyclo[3.2.1]oct-3-yl)-2-chloro-7-methyl-7,9-dihydro-8H-purin-8-one